ClCC=1C=C(C=NC1C)[C@@H](C(C(=O)OC)(C)C)C1=C(C2=C(N(N=N2)C2CC2)C=C1)C (S)-methyl 3-(5-(chloromethyl)-6-methylpyridin-3-yl)-3-(1-cyclopropyl-4-methyl-1H-benzo[d][1,2,3]triazol-5-yl)-2,2-dimethylpropanoate